BrC(C(=O)N(C=1N=NC(=CC1OC)Cl)C(CCCBr)=O)CC bromo-N-(4-bromobutanoyl)-N-(6-chloro-4-methoxypyridazin-3-yl)butanamide